ClC1=CC=C(N=N1)CC(C(=O)N)(C)C (6-Chloropyridazin-3-yl)pivalamide